OC1=C(C=C(C=C1)[C@@H](C)NC(C1=C(C=CC(=C1)N1CCN(CC1)C)C)=O)C=1C=NN(C1)C N-[(1R)-1-[4-Hydroxy-3-(1-methylpyrazol-4-yl)phenyl]ethyl]-2-methyl-5-(4-methylpiperazin-1-yl)benzamide